1-(4-(7-(3-amino-2-fluoro-5-methyl-6-(trifluoromethyl)phenyl)-5,6,7,8-tetrahydroquinazolin-4-yl)piperazin-1-yl)prop-2-en-1-one NC=1C(=C(C(=C(C1)C)C(F)(F)F)C1CCC=2C(=NC=NC2C1)N1CCN(CC1)C(C=C)=O)F